bis(4-t-butylphenyl)iodonium hexafluorobenzenesulfonate FC1C(C(C(C=C1)(S(=O)(=O)[O-])F)(F)F)(F)F.C(C)(C)(C)C1=CC=C(C=C1)[I+]C1=CC=C(C=C1)C(C)(C)C